CC1=NN(C(=C1C=1C=NN(C1)C1=NNC=C1)C(F)(F)F)C1CCNCC1 4-(3-methyl-1-(piperidin-4-yl)-5-(trifluoromethyl)-1H-pyrazol-4-yl)-1-(1H-pyrazol-3-yl)-1H-pyrazole